(R)-6,7-dimethoxy-1,2,3,4-tetrahydroisoquinoline-1-formic acid COC=1C=C2CCN[C@H](C2=CC1OC)C(=O)O